N[C@H]1CC=CC[C@@H]1C1=C(C2=NC(=CC(=C2S1)NCC1=C(C=NC=C1)F)Cl)Cl 2-((1s,6s)-6-aminocyclohex-3-en-1-yl)-3,5-dichloro-N-((3-fluoropyridin-4-yl)methyl)thieno[3,2-b]pyridin-7-amine